N-{[(2R)-1,4-Dioxan-2-yl]methyl}-8'-methyl-2'-[(6-methylpyridin-3-yl)methyl]-2',5'-dihydrospiro[cyclopropan-1,4'-furo[2,3-g]indazol]-7'-carboxamid O1[C@@H](COCC1)CNC(=O)C1=C(C2=C(CC3(C4=CN(N=C24)CC=2C=NC(=CC2)C)CC3)O1)C